COCCCCC 2-oxa-heptane